N,N-dimethyl-N-(3-(trihydroxysilyl)propyl)octadecan-1-aminium mesylate S(C)(=O)(=O)[O-].C[N+](CCCCCCCCCCCCCCCCCC)(CCC[Si](O)(O)O)C